[2,6-Dichloro-4-[(2R)-2,4-dimethylpiperazin-1-yl]phenyl]-[8-[2-fluoro-5-(3-oxa-8-azabicyclo[3.2.1]oct-8-yl)-4-(1H-tetrazol-5-yl)phenyl]-2,4-dihydro-1,3-benzoxazin-3-yl]methanone ClC1=C(C(=CC(=C1)N1[C@@H](CN(CC1)C)C)Cl)C(=O)N1COC2=C(C1)C=CC=C2C2=C(C=C(C(=C2)N2C1COCC2CC1)C1=NN=NN1)F